1-(tert-butyl) 2-methyl (2S,3R,4S)-3,4-dihydroxy-3-(3-(4,4,5,5-tetramethyl-1,3,2-dioxaborolan-2-yl)propyl)pyrrolidine-1,2-dicarboxylate O[C@@]1([C@H](N(C[C@@H]1O)C(=O)OC(C)(C)C)C(=O)OC)CCCB1OC(C(O1)(C)C)(C)C